C(C1=CC=CC=C1)(=O)OC(COCC(C)OC(C1=CC=CC=C1)=O)C 1-(2-benzoyloxypropoxy)propan-2-yl benzoate